1-cyclopropyl-pyrimidine-2,4,6(1H,3H,5H)-trione-5-carboxaldehyde C1(CC1)N1C(NC(C(C1=O)C=O)=O)=O